5,6-Difluoro-2-((((trans)-4-hydroxycyclohexyl)thio)methyl)-7-(((cis)-4-methoxycyclohexyl)amino)quinazolin-4(3H)-one FC1=C2C(NC(=NC2=CC(=C1F)N[C@@H]1CC[C@@H](CC1)OC)CS[C@@H]1CC[C@H](CC1)O)=O